4-(4-propenylpiperazin-1-yl)-6-fluoro-7-(2-fluoro-4-methoxyphenyl)-1-(2-isopropylphenyl)quinolin-2(1H)-one C(=CC)N1CCN(CC1)C1=CC(N(C2=CC(=C(C=C12)F)C1=C(C=C(C=C1)OC)F)C1=C(C=CC=C1)C(C)C)=O